4-[5-(1-methyl-1H-1,3-benzodiazol-2-yl)-1H-pyrrol-3-yl]-N-(piperidin-3-yl)-5-(trifluoromethyl)pyrimidin-2-amine CN1C(=NC2=C1C=CC=C2)C2=CC(=CN2)C2=NC(=NC=C2C(F)(F)F)NC2CNCCC2